C1CC(=O)N(C1=O)OC(=O)CCCC2=CC=C(C=C2)N3C(=O)C=CC3=O N-Succinimidyl 4-[4-maleimidophenyl]butyrate